3-Bromo-6-((1r,4r)-4-(2-hydroxypropan-2-yl)cyclohexyl)aminoimidazo[1,2-b]pyridazine-2-carbonitrile BrC1=C(N=C2N1N=C(C=C2)NC2CCC(CC2)C(C)(C)O)C#N